2-(4,4-difluoro-3-(6-methoxypyridin-3-yl)cyclohexylidene)acetate FC1(C(CC(CC1)=CC(=O)[O-])C=1C=NC(=CC1)OC)F